5-methyl-2-phenoxy-3-benzhydryl-6-(hexamethylindenyl)dimethylsilyl-phenyl-titanium dichloride [Cl-].[Cl-].CC=1C=C(C(=C(C1[Si](C)(C)C1C(=C(C2=C(C(=C(C(=C12)C)C)C)C)C)C)[Ti+2])OC1=CC=CC=C1)C(C1=CC=CC=C1)C1=CC=CC=C1